CCCCCCCC[C@@H]1[C@H](O1)CCCCCC[C@H](C(=C)C(=O)O)C(=O)O (R)-3-(7,8-Epoxy-hexadecyl)-itaconic acid